N-(1,2,3,5,6,7-hexahydros-indacen-4-ylcarbamoyl)-3-(2-hydroxypropan-2-yl)-5-(pyridin-4-yl)benzenesulfonamide C1CCC2=C(C=3CCCC3C=C12)NC(=O)NS(=O)(=O)C1=CC(=CC(=C1)C1=CC=NC=C1)C(C)(C)O